C(C)(=O)OC(CCCCC)CCC butyl-2-pentyl acetate